Cyanomethyl 4-methylbenzoate CC1=CC=C(C(=O)OCC#N)C=C1